C(C)NS(=O)(=O)NC1=NN2C(N=CC=C2)=C1C(=O)N[C@@H](C)C=1N(C(C=2C(=CC=C3C2C1C(N3C)=O)C#C)=O)C3=CC=CC=C3 (S)-2-((N-ethylsulfamoyl)amino)-N-(1-(6-ethynyl-1-methyl-2,5-dioxo-4-phenyl-1,2,4,5-tetrahydropyrrolo[4,3,2-de]isoquinolin-3-yl)ethyl)pyrazolo[1,5-a]pyrimidine-3-carboxamide